(3R)-3-[5-amino-6-[2-cyano-3-[[ethyl(methyl)sulfamoyl]amino]-6-fluoro-phenoxy]-4-oxo-quinazolin-3-yl]-1-oxa-8-azaspiro[4.5]decane NC1=C2C(N(C=NC2=CC=C1OC1=C(C(=CC=C1F)NS(N(C)CC)(=O)=O)C#N)[C@H]1COC2(C1)CCNCC2)=O